5-(1H-Pyrazol-4-yl)-2-[5-(spiro[8-azabicyclo[3.2.1]octane-3,3'-azetidin]-1'-yl)[1,3]thiazolo[5,4-d][1,3]thiazol-2-yl]phenol Hydrochlorid Cl.N1N=CC(=C1)C=1C=CC(=C(C1)O)C=1SC=2N=C(SC2N1)N1CC2(C1)CC1CCC(C2)N1